C(#N)C1CN(C1)S(=O)(=O)N1C[C@H](CCC1)C(=O)N1[C@H](CCC1)C(=O)NCC1=CC(=CC(=C1)Cl)Cl 1-(((3S)-1-((3-cyano-1-azetidinyl)sulfonyl)-3-piperidinyl)carbonyl)-N-(3,5-dichlorobenzyl)-D-prolinamide